methyl-(E)-2-(1,3-dioxo-1,3,6,7,10,11-hexahydro-2H-cycloocta[b]pyrrolo[3,4-g]quinoxalin-2-yl)acetic acid CC(C(=O)O)N1C(C2=CC=3N=C4C(=NC3C=C2C1=O)CC/C=C/CC4)=O